O1C(=CC=C1)C1=NN2C(=NC=3C(=CC=CC3C2=C1)OCCN1CCN(CC1)C1=CC=C(C=C1)OCCOC)N 2-(furan-2-yl)-7-(2-(4-(4-(2-methoxyethoxy)phenyl)piperazin-1-yl)ethoxy)pyrazolo[1,5-c]quinazolin-5-amine